2-[2-hydroxy-3-tert-butyl-5-(2-methacryloyloxy-ethyl)phenyl]-5-chloro-2H-benzotriazole OC1=C(C=C(C=C1C(C)(C)C)CCOC(C(=C)C)=O)N1N=C2C(=N1)C=CC(=C2)Cl